C(C)(C)(C)OC(CN1CCC(CC1)NC1=C(C=C(C=C1)C=1C(=NOC1C)C)N)=O 2-(4-((2-amino-4-(3,5-dimethylisoxazol-4-yl)phenyl)amino)piperidin-1-yl)acetic acid tert-butyl ester